C(CCCC)OC(CCCCCCC(CC)O)OCCCCC 10,10-dipentyloxy-3-decanol